BrCCCCCOC=1C=NC2=CC=CC=C2C1 3-((5-bromopentyl)oxy)quinoline